C(C)(C)(C)OC(=O)N1CCC(C2=CC=CC(=C12)OC)N1C(N(C2=NC(=NC=C2C1)S(=O)(=O)C)CC(F)F)=O 4-[1-(2,2-difluoroethyl)-7-methylsulfonyl-2-oxo-4H-pyrimido[4,5-d]pyrimidin-3-yl]-8-methoxy-3,4-dihydro-2H-quinoline-1-carboxylic acid tert-butyl ester